tert-butyl (S)-4-(4-(5-(3-((tert-butoxycarbonyl)amino)pyrrolidine-1-carbonyl)-4-methylthiophen-2-yl)-3-chlorophenyl)-3,6-dihydropyridine-1(2H)-carboxylate C(C)(C)(C)OC(=O)N[C@@H]1CN(CC1)C(=O)C1=C(C=C(S1)C1=C(C=C(C=C1)C=1CCN(CC1)C(=O)OC(C)(C)C)Cl)C